BrC1=CC=C(C=C1)C1=CC/2=C(N=C3N(\C2=N\C2=CC=C(C=C2)Cl)CCCC3)O1 (E)-2-(4-bromophenyl)-N-(4-chlorophenyl)-6,7,8,9-tetrahydro-4H-furo[2,3-d]pyrido[1,2-a]pyrimidine-4-imine